(2R,3aS,6S,6aR)-2-(4-amino-2-chloro-7H-pyrrolo[2,3-d]pyrimidin-7-yl)-6-[(2-amino-3-chloroquinolin-7-yl)methyl]hexahydro-3aH-cyclopenta[b]furan-3,3a-diol NC=1C2=C(N=C(N1)Cl)N(C=C2)[C@H]2C([C@@]1([C@H](O2)[C@@H](CC1)CC1=CC=C2C=C(C(=NC2=C1)N)Cl)O)O